C(C)C=1C(=CC=C2C=C(C=C(C12)C1=C(C=2N=C(N=C(C2C=N1)N1CC(CCC1)O)OC[C@]12CCCN2C[C@@H](C1)F)F)O)F 1-(7-(8-ethyl-7-fluoro-3-hydroxynaphthalen-1-yl)-8-fluoro-2-(((2R,7aS)-2-fluorohexahydro-1H-pyrrolizin-7a-yl)methoxy)pyrido[4,3-d]pyrimidin-4-yl)piperidin-3-ol